ClC1(CN(C1)C(=O)OC(C)(C)C)C=1C=NC(=CC1C1=NN(C=C1)C)C1=CC=C(C=C1)F tert-butyl 3-chloro-3-(6-(4-fluorophenyl)-4-(1-methyl-1H-pyrazol-3-yl)pyridin-3-yl)azetidine-1-carboxylate